Cetyl-dimethylallylammonium chloride [Cl-].C(CCCCCCCCCCCCCCC)[NH2+]CC=C(C)C